NC\C=C(\CN1N=NC2=C1C=C(C=C2C2=C(C=CC(=C2)S(NC)(=O)=O)OC)C(=O)NC)/F (Z)-1-(4-amino-2-fluorobut-2-en-1-yl)-4-(2-methoxy-5-(N-methylsulfamoyl)phenyl)-N-methyl-1H-benzo[d][1,2,3]triazole-6-carboxamide